1-(3-(2,4-dimethoxypyridin-3-yl)-1H-pyrrolo[2,3-b]pyridin-6-yl)-3-(3-(dimethylamino)propyl)urea COC1=NC=CC(=C1C1=CNC2=NC(=CC=C21)NC(=O)NCCCN(C)C)OC